FC1([C@@H]([C@H](CCC1)N1CCN(CC1)C(C)C)NC(=O)N1C[C@@H]2[C@H](C1)CC(=C2)C2=CC=CC=C2)F (3ar,6as)-N-{(1r,6s)-2,2-difluoro-6-[4-(propan-2-yl)piperazin-1-yl]cyclohexyl}-5-phenyl-3,3a,4,6a-tetrahydrocyclopenta[c]pyrrole-2(1H)-carboxamide